methoxyl-tripropylene glycol (methyl)acrylate CC(C(=O)O)=C.O(C)CC(COC(C)COC(C)CO)O